isovanillyl butyl ether acetate C(C)(=O)O.C(CCC)OCC1=CC(O)=C(OC)C=C1